(1aR,5aR)-2-(2,4-Difluoro-phenyl)-1a,2,5,5a-tetrahydro-1H-2,3-diaza-cyclopropa[a]pentalene-4-carboxylic acid (3-methyl-pyridin-2-ylmethyl)-amide CC=1C(=NC=CC1)CNC(=O)C=1C=2C[C@@H]3[C@H](C2N(N1)C1=C(C=C(C=C1)F)F)C3